ClC1=CC=C(C=C1)[C@@H](CN1C(OC(=N1)CN1C=NC=2N=CN(C2C1=O)C)=O)C (S)-3-(2-(4-chlorophenyl)propyl)-5-((7-methyl-6-oxo-6H-purin-1(7H)-yl)methyl)-1,3,4-oxadiazol-2(3H)-one